CC1=C(OCC(C)NC(=O)N2C[C@@H]3C[C@@H]3C2)C(=CC=C1)C (1R,5S)-N-(1-(2,6-Dimethylphenoxy)propan-2-yl)-3-azabicyclo[3.1.0]hexane-3-carboxamide